4-(L-phenylalanyl)-1-(3-(4-chloro-3-ethyl-1H-pyrrolo[2,3-b]pyridin-5-yl)phenyl)piperazin-2-one N[C@@H](CC1=CC=CC=C1)C(=O)N1CC(N(CC1)C1=CC(=CC=C1)C=1C(=C2C(=NC1)NC=C2CC)Cl)=O